C1(CCC(=O)OCO1)=O methylene butanedioate